O-DIETHYLBENZENE CCC1=CC=CC=C1CC